OC(CNC(C=CC=CC=CC=CCCCCC)=O)(C)C 1Z-Tetradecatetraenoic acid N-(2-hydroxy-2-methylpropyl)amide